ClC1=C(C=NN(C1=O)C1OCCN1)N1CC2=C(CC1)N(C(=N2)C(=O)OC)CC2=C(C=CC=C2)C(F)(F)F methyl 5-[5-chloro-1-(oxazolidin-2-yl)-6-oxo-1,6-dihydropyridazin-4-yl]-1-[[2-(trifluoromethyl) phenyl] methyl]-1h,4h,5h,6h,7h-imidazo[4,5-c]pyridine-2-carboxylate